5-(1-(2,2-difluoroethyl)-1H-benzo[d][1,2,3]triazol-6-yl)-N-((3S,4R)-3-fluoro-1-(oxetan-3-yl)piperidin-4-yl)-4-(methoxy-d3)pyrrolo[2,1-f][1,2,4]triazin-2-amine FC(CN1N=NC2=C1C=C(C=C2)C=2C=CN1N=C(N=C(C12)OC([2H])([2H])[2H])N[C@H]1[C@H](CN(CC1)C1COC1)F)F